tert-butyl 6-[2-(ethylcarbamoyl)phenyl]sulfanyl-3-[(trans)-2-[5-(pyrrolidin-1-ylmethyl)-2-pyridyl]vinyl]indazole-1-carboxylate C(C)NC(=O)C1=C(C=CC=C1)SC1=CC=C2C(=NN(C2=C1)C(=O)OC(C)(C)C)\C=C\C1=NC=C(C=C1)CN1CCCC1